2-(5-(5-chloro-2-((oxan-4-yl)amino)pyrimidin-4-yl)-3-oxo-2-(2-oxo-2-((1-phenylcyclopropyl)amino)-ethyl)isoindolin-1-yl)acetic acid ClC=1C(=NC(=NC1)NC1CCOCC1)C=1C=C2C(N(C(C2=CC1)CC(=O)O)CC(NC1(CC1)C1=CC=CC=C1)=O)=O